10-((3R,4S)-3,4-bis(hydroxymethyl)-3,4-dimethylpyrrolidin-1-yl)-10-oxodecanoate OC[C@]1(CN(C[C@@]1(C)CO)C(CCCCCCCCC(=O)[O-])=O)C